C(C)OC(=O)C1CNC1 3-(Ethoxycarbonyl)azetidin